4-bromo-5-(2,4-difluorophenoxy)-2-nitroaniline BrC1=CC(=C(N)C=C1OC1=C(C=C(C=C1)F)F)[N+](=O)[O-]